1-bromo-2-fluoro-4-trifluoromethoxy-5-nitrobenzene BrC1=C(C=C(C(=C1)[N+](=O)[O-])OC(F)(F)F)F